1-((2R,4S)-4-(4-Amino-5-((6-fluoro-1-methyl-1H-benzo[d]imidazol-5-yl)ethynyl)-7H-pyrrolo[2,3-d]pyrimidin-7-yl)-2-((trifluoromethoxy)methyl)pyrrolidin-1-yl)prop-2-en-1-one NC=1C2=C(N=CN1)N(C=C2C#CC2=CC1=C(N(C=N1)C)C=C2F)[C@H]2C[C@@H](N(C2)C(C=C)=O)COC(F)(F)F